N-(5-(3-chlorobenzyl)thiazol-2-yl)-4-methylbenzamide ClC=1C=C(CC2=CN=C(S2)NC(C2=CC=C(C=C2)C)=O)C=CC1